N=1ON=C2C1C=CC(=C2)COC2=C(CN[C@H](CO)C(=O)O)C=C(C(=C2)OCC=2C(=C(C=CC2)C2=CC=CC=C2)Br)Cl (2-(benzo[c][1,2,5]oxadiazol-5-ylmethoxy)-4-((2-bromo-[1,1'-biphenyl]-3-yl)methoxy)-5-chlorobenzyl)-D-serine